3-[cyclopropylmethyl-[2-fluoro-4-(trifluoromethyl)benzyl]amino]azetidine-1-carboxylic Acid Tert-Butyl Ester C(C)(C)(C)OC(=O)N1CC(C1)N(CC1=C(C=C(C=C1)C(F)(F)F)F)CC1CC1